C1(CCCC1)NC(=O)C1=CC2=C(N=C(S2)C2C(CN(CC2)C(=O)OC(C)(C)C)O)C=C1 tert-butyl 4-(6-(cyclopentylcarbamoyl) benzo[d]thiazol-2-yl)-3-hydroxypiperidine-1-carboxylate